4-bromo-2-((2,4-dichloro-phenylimino)meth-yl)-6-hydroxyphenyl isobutyrate C(C(C)C)(=O)OC1=C(C=C(C=C1O)Br)C=NC1=C(C=C(C=C1)Cl)Cl